6-chloro-3-[hydroxy-(3-morpholinophenyl)methylene]-5-(4-morpholinophenyl)indolin-2-one ClC1=C(C=C2C(C(NC2=C1)=O)=C(C1=CC(=CC=C1)N1CCOCC1)O)C1=CC=C(C=C1)N1CCOCC1